C(C)OC(C(C(CC(C(C(C(C(C(F)(F)F)(F)F)(F)F)(F)F)(F)F)(F)F)(C1=CC=CC=C1)C1=CC=CC=C1)NC1=CC=CC=C1)=O 5,5,6,6,7,7,8,8,9,9,10,10,10-tridecafluoro-3,3-diphenyl-2-(phenylamino)decanoic acid ethyl ester